octacosan-1-ol DINATRIUM SULFAT S(=O)(=O)([O-])[O-].[Na+].[Na+].C(CCCCCCCCCCCCCCCCCCCCCCCCCCC)O